6-({2-[(6-methoxy-2-methyl-1,2,3,4-tetrahydroisoquinolin-7-yl)amino]quinazolin-7-yl}-amino)-2-methyl-2,3-dihydro-1H-isoindol-1-one COC=1C=C2CCN(CC2=CC1NC1=NC2=CC(=CC=C2C=N1)NC1=CC=C2CN(C(C2=C1)=O)C)C